C(C)(C)(C)OC(=O)N1CCN(CC1)C1=C2C=C(N=NC2=C(C=C1)C(=O)[O-])CC 5-[4-(tert-butoxycarbonyl) piperazin-1-yl]-3-ethylcinnoline-8-carboxylate